2-(9-(5-hydroxypentyl)-3,9-diazaspiro[5.5]undecan-3-yl)propane-1,3-diyl bis(2-heptylnonanoate) C(CCCCCC)C(C(=O)OCC(COC(C(CCCCCCC)CCCCCCC)=O)N1CCC2(CC1)CCN(CC2)CCCCCO)CCCCCCC